[(3R,9aS)-3-(3-chloro-4-fluoro-phenyl)-3,4,6,7,9,9a-hexahydro-1H-pyrazino[2,1-c][1,4]oxazin-8-yl]-(2-chloro-3-phenyl-phenyl)methanone ClC=1C=C(C=CC1F)[C@@H]1CN2[C@H](CO1)CN(CC2)C(=O)C2=C(C(=CC=C2)C2=CC=CC=C2)Cl